C(#N)C=1C=C(C=C(C1)OC)C1=CC=C(C=C1)C(C)N1N=CC2=CC=CC(=C12)C(=O)NC1CC2(CCC2)C1 6-(1-(1-(3'-Cyano-5'-methoxy-[1,1'-biphenyl]-4-yl)ethyl)-1H-indazol-7-carboxamido)-spiro[3.3]heptan